5-{[4-(2-methylpyridin-3-yl)phenyl]methyl}-1,4-dihydropyrimidin-4-one CC1=NC=CC=C1C1=CC=C(C=C1)CC=1C(N=CNC1)=O